(Z)-3-((4-acetamido-3-ethoxyphenyl)amino)-2-cyanobut-2-enoate C(C)(=O)NC1=C(C=C(C=C1)N\C(=C(/C(=O)[O-])\C#N)\C)OCC